1-(4-(4,4,5,5-tetramethyl-1,3,2-dioxaborolane-2-yl)-1H-pyrazol-1-yl)propan-2-ol CC1(OB(OC1(C)C)C=1C=NN(C1)CC(C)O)C